4-(3-Amino-1-(p-tolyl)-1H-pyrazol-5-yl)-2-fluorobenzonitrile NC1=NN(C(=C1)C1=CC(=C(C#N)C=C1)F)C1=CC=C(C=C1)C